(5s)-5-methyl-1-phenylimidazolidin-2-one C[C@H]1CNC(N1C1=CC=CC=C1)=O